3-((4-chloro-2-hydroxypyridin-3-yl)methyl)-2-((3-oxocyclobutyl)methyl)isoindolin-1-one ClC1=C(C(=NC=C1)O)CC1N(C(C2=CC=CC=C12)=O)CC1CC(C1)=O